(R)-3-(5-chloro-2-methylphenyl)-N-methyl-5-(piperidin-1-yl)pentan-1-amine ClC=1C=CC(=C(C1)[C@H](CCNC)CCN1CCCCC1)C